O=CCCN(CCC#N)C(C)C 3-[(3-OXOPROPYL)(PROPAN-2-YL)AMINO]PROPANENITRILE